CN1N=CC(=C1)C=1C=CC=2N(C1)N=NC2C(=O)NC=2C(=NC=C(C2)NC(CCN2[C@@H](CCC2)C)=O)C (R)-6-(1-methyl-1H-pyrazol-4-yl)-N-(2-methyl-5-(3-(2-methylpyrrolidin-1-yl)propanamido)pyridin-3-yl)-[1,2,3]triazolo[1,5-a]pyridine-3-carboxamide